2-(4-Fluoro-phenoxy)-1-[4-(5-hydroxy-pyridin-2-yl)-piperazin-1-yl]-ethanone FC1=CC=C(OCC(=O)N2CCN(CC2)C2=NC=C(C=C2)O)C=C1